Sodium serinoate N[C@@H](CO)C(=O)[O-].[Na+]